C1(CC1)C=1C=CC(=C2NC(C(NC12)=O)(C)C)F 8-cyclopropyl-5-fluoro-3,3-dimethyl-3,4-dihydro-1H-quinoxalin-2-one